N1CC(C1)C(C)N(C(=O)C1=CC2=CC=CC(=C2C=C1)OC1=CC=C(C=C1)C(F)(F)F)CC1=C(C=C(C=C1)OC)OC N-[1-(azetidin-3-yl)ethyl]-N-[(2,4-dimethoxyphenyl)methyl]-5-[4-(trifluoromethyl)phenoxy]naphthalene-2-carboxamide